FC1=C(C=CC(=C1F)C=1C(=NN(C1)CC(N1CCCCC1)=O)C)C1=CN=C(N1C)C(=O)N 5-[2,3-difluoro-4-[3-methyl-1-[2-oxo-2-(1-piperidinyl)ethyl]pyrazol-4-yl]phenyl]-1-methyl-imidazole-2-carboxamide